ClC1=NC(=C2N=CN(C2=N1)[C@@H]1O[C@@H]([C@H]([C@H]1O)O)CO)N1CC(C=CC=C1)(C1=CC=CC=C1)C1=CC=CC=C1 (2R,3R,4S,5R)-2-[2-chloro-6-(3,3-diphenylazepin-1-yl)purin-9-yl]-5-(hydroxymethyl)tetrahydrofuran-3,4-diol